(1-hydroxycyclopropyl)boric acid OC1(CC1)OB(O)O